NCCOCCOCCNC(C(C1=CC=C(C=C1)F)N1[C@@H](CN([C@H](C1)C)C1=CC(N(C2=CC=C(N=C12)C#N)C)=O)C)=O N-(2-(2-(2-aminoethoxy)ethoxy)ethyl)-2-((2r,5s)-4-(6-cyano-1-methyl-2-oxo-1,2-dihydro-1,5-naphthyridin-4-yl)-2,5-dimethylpiperazin-1-yl)-2-(4-fluorophenyl)acetamide